(R)-N-(4-([1,2,4]triazolo[1,5-a]pyridin-7-yloxy)-3-methylphenyl)-6a,7,8,9-tetrahydro-6H-pyrrolo[1',2':4,5][1,4]oxazino[2,3-f]quinazolin-4-amine N=1C=NN2C1C=C(C=C2)OC2=C(C=C(C=C2)NC2=NC=NC1=CC=C3C(=C21)OC[C@@H]2N3CCC2)C